C[C@@H]1CC2=CC=C(C=C2C1)C |r| (+/-)-2,5-dimethyl-2,3-dihydro-1H-inden